CC(C)=CCC[C@@H](C)CC=O (+)-R-citronellal